N1C(=NC2=C1C=CC=C2)CNC2=NN(C1=NC(=CN=C12)C1CC1)CCO 2-(3-{[(1H-benzimidazol-2-yl)methyl]amino}-6-cyclopropyl-1H-pyrazolo[3,4-b]pyrazin-1-yl)ethan-1-ol